disuccinimide adipate C(CCCCC(=O)O)(=O)O.C1(CCC(N1)=O)=O.C1(CCC(N1)=O)=O